BrC1=CC=C(C=C1)C(C)(C)C=1N=C(SC1)NC(=O)NCC=1C=NC=NC1 1-(4-(2-(4-bromophenyl)propan-2-yl)thiazol-2-yl)-3-(pyrimidin-5-ylmethyl)urea